OC1=C(N(C=CC1=O)CC(CCCC)NC(C(=C)C)=O)C 3-hydroxy-1-(β-methacrylamidohexyl)-2-methyl-4(1H)-pyridinone